tert-butyl 4-[3-(3-bromo-2-methyl-phenoxy)-2-methyl-propyl]piperidine-1-carboxylate BrC=1C(=C(OCC(CC2CCN(CC2)C(=O)OC(C)(C)C)C)C=CC1)C